C(C=C)(=O)O.N1(CCCCC1)O Piperidinol Acrylate